C(C=C)(=O)N1C(CN(CC1)C1=NC(=NC=2CC(CCC12)N1CCC2=CC=C(C=C12)OC)N1CC(C1)N(C)C)CC#N 2-(1-acryloyl-4-(2-(3-(dimethylamino)azetidin-1-yl)-7-(6-methoxyindolin-1-yl)-5,6,7,8-tetrahydroquinazolin-4-yl)piperazin-2-yl)acetonitrile